O=P1OCC(C(O1)OC)(C)C 2-oxo-4-methoxy-5,5-dimethyl-1,3,2-dioxaphosphorinane